bis-((methyl)amino)ethanol CNC(C)(O)NC